OC(C)C=C 2-hydroxy-3-butene